C(CCCCCCCCCCCCCCCCCCCCC)(=O)O.C(CCCCCCCCCCCCCCCCCCCCC)(=O)O.OCC(O)CO.OCC(O)CO.OCC(O)CO triglycerin dibehenate